(3-iodophenyl)methylamine hydrochloride Cl.IC=1C=C(C=CC1)CN